C(C)(C)(C)OC(=O)[C@H]1CN(CC1)N (R)-3-t-Butoxycarbonyl-aminopyrrolidine